3-(2-bromo-1,3-thiazol-4-yl)pyridine BrC=1SC=C(N1)C=1C=NC=CC1